N-[4-(2-{[(2R,7aS)-2-fluoro-hexahydropyrrolizin-7a-yl]methoxy}-8-fluoro-5-[(2S)-2-methylazetidin-1-yl]pyrido[4,3-d]pyrimidin-7-yl)-5-ethynyl-6-fluoronaphthalen-2-yl]acetamide F[C@@H]1C[C@@]2(CCCN2C1)COC=1N=CC2=C(N1)C(=C(N=C2N2[C@H](CC2)C)C2=CC(=CC1=CC=C(C(=C21)C#C)F)NC(C)=O)F